O=C1NC(CCC1N1C(C2=CC=CC(=C2C1=O)SCCOCCC(=O)N1CCN(CC1)C1=CC=C(C(=O)N2CCC(CC2)CCCCNC(\C=C\C=2C=NC=CC2)=O)C=C1)=O)=O (E)-N-(4-(1-(4-(4-(3-(2-((2-(2,6-dioxopiperidin-3-yl)-1,3-dioxoisoindolin-4-yl)thio)ethoxy)propanoyl)piperazin-1-yl)benzoyl)piperidin-4-yl)butyl)-3-(pyridin-3-yl)acrylamide